FC1=CC=2C3=C(C=NC2C=C1)N=C(N3[C@H]3CN(CC3)C)[C@@H]3C[C@@H](CC3)F 8-fluoro-2-[cis-3-fluorocyclopentyl]-1-[(3R)-1-methylpyrrolidin-3-yl]-1H-imidazo[4,5-c]quinoline